ClC1=C(C=CC(=C1)F)C1N=C(NC(=C1C(=O)OC)COCC#C)C1=CC=CC=C1 methyl 4-(2-chloro-4-fluorophenyl)-2-phenyl-6-((prop-2-yn-1-yloxy) methyl)-1,4-dihydropyrimidine-5-carboxylate